(R)-N2-(2-methoxyethyl)-N2-methyl-N4-(1-(3-nitro-5-(trifluoromethyl)phenyl)ethyl)-6-(pyrrolidin-1-yl)pyrido[3,4-d]pyrimidine-2,4-diamine COCCN(C=1N=C(C2=C(N1)C=NC(=C2)N2CCCC2)N[C@H](C)C2=CC(=CC(=C2)C(F)(F)F)[N+](=O)[O-])C